2-(1-(difluoromethyl)-1H-pyrazol-4-yl)-4-(piperazin-1-yl)-1H-pyrrolo[2,3-b]pyridine-3-carbonitrile FC(N1N=CC(=C1)C1=C(C=2C(=NC=CC2N2CCNCC2)N1)C#N)F